FC=1C(=NC=CC1)C1(CC1)NCCC(=O)N1CC2CCC(C1)N2C2=NC=C(C#N)C=C2 6-(3-(3-((1-(3-fluoropyridin-2-yl)cyclopropyl)amino)propanoyl)-3,8-diazabicyclo[3.2.1]octan-8-yl)nicotinonitrile